2-[2'-hydroxy-5'-(methacryloyloxyethyl)phenyl]-5-hydroxy-2H-benzotriazole OC1=C(C=C(C=C1)CCOC(C(=C)C)=O)N1N=C2C(=N1)C=CC(=C2)O